bromo-2-(sec-butoxy)-N,N-bis(4-methoxybenzyl)imidazo[2,1-f][1,2,4]triazin-4-amine BrC=1N=C2C(=NC(=NN2C1)OC(C)CC)N(CC1=CC=C(C=C1)OC)CC1=CC=C(C=C1)OC